2-ethynyltoluene C(#C)C1=C(C)C=CC=C1